C(C)(C)C1CCC(=CC12C=CC(O2)C)C 10-isopropyl-2,7-dimethyl-1-oxaspiro[4.5]dec-3,6-diene